6-(morpholine-4-carbonyl)-1-(pyridin-3-ylmethyl)indol-2-one N1(CCOCC1)C(=O)C1=CC=C2CC(N(C2=C1)CC=1C=NC=CC1)=O